C[C@]12[C@H](CC=3C(=NN(C3C1)COCC[Si](C)(C)C)C=O)C2 (4aS,5aR)-5a-Methyl-1-((2-(trimethylsilyl)ethoxy)methyl)-1,4,4a,5,5a,6-hexahydrocyclopropa[f]indazole-3-carbaldehyde